tert-butyl 4-(4-(4-carbamoyl-1H-benzo[d]imidazol-2-yl)benzoyl)piperazine-1-carboxylate C(N)(=O)C1=CC=CC=2NC(=NC21)C2=CC=C(C(=O)N1CCN(CC1)C(=O)OC(C)(C)C)C=C2